COC=1C=C2C(C=C(OC2=CC1)C1=C(C=C(C=C1)OC)OC)=O 6,2',4'-trimethoxyflavone